2-chloronicotinic acid dimethyl-ammonium salt C[NH2+]C.ClC1=C(C(=O)[O-])C=CC=N1